[Na+].C1(CCC1)S(=O)[O-] cyclobutanesulfinic acid sodium salt